tert-butyl 4-(dimethylcarbamoyl)-2,4-dimethyl-pyrrolidine-1-carboxylate CN(C(=O)C1(CC(N(C1)C(=O)OC(C)(C)C)C)C)C